Methyl 2-chlorosulfonyl-3-methylbenzoate ClS(=O)(=O)C1=C(C(=O)OC)C=CC=C1C